N1=CC(=CC=C1)C1=NC(=CC=N1)NC1=NC=CC(=C1)OC(F)(F)F 2-(pyridin-3-yl)-6-((4-(trifluoromethoxy)pyridin-2-yl)amino)pyrimidine